zinc di-vinylacetate C(=C)C(C(=O)[O-])C=C.[Zn+2].C(=C)C(C(=O)[O-])C=C